N-((R)-7-(7,7-difluoro-2-((2S,3R)-3-hydroxy-2-methylazetidin-1-yl)-6,7-dihydro-5H-cyclopenta[d]pyrimidin-4-yl)isochroman-4-yl)-1-fluoromethanesulfonamide FC1(CCC2=C1N=C(N=C2C2=CC=C1[C@H](COCC1=C2)NS(=O)(=O)CF)N2[C@H]([C@@H](C2)O)C)F